2,5-difluoro-4-(hydroxymethyl)benzonitrile FC1=C(C#N)C=C(C(=C1)CO)F